dimethylsilylene(2,3,4,5-tetramethyl-1-cyclopentadienyl)(3-phenyl-1-indenyl)zirconium dichloride [Cl-].[Cl-].C[Si](=[Zr+2](C1C=C(C2=CC=CC=C12)C1=CC=CC=C1)C1=C(C(=C(C1C)C)C)C)C